FC(CN1N=NC2=C1C=C(C=C2)C=2C=CN1N=C(N=C(C12)OC)NC1CC(C1)(O)C)F (1r,3r)-3-((5-(1-(2,2-Difluoroethyl)-1H-benzo[d][1,2,3]triazol-6-yl)-4-methoxypyrrolo[2,1-f][1,2,4]triazin-2-yl)amino)-1-methylcyclobutan-1-ol